4-(4-amino-5-(4-(2-oxo-1-phenyl-1,2,4,5,6,7-hexahydropyrazolo[1,5-a]pyridine-3-carboxamido)phenyl)pyrrolo[2,1-f][1,2,4]triazin-7-yl)piperidine-1-carboxylate NC1=NC=NN2C1=C(C=C2C2CCN(CC2)C(=O)[O-])C2=CC=C(C=C2)NC(=O)C=2C(N(N1C2CCCC1)C1=CC=CC=C1)=O